C(C1=CC=CC=C1)N(C1CCC(CC1)(O)C(C)C)CC1=CC=CC=C1 4-(dibenzylamino)-1-isopropylcyclohexan-1-ol